6-(9-fluorenylmethoxycarbonyl)-L-lysine C1=CC=CC=2C3=CC=CC=C3C(C12)COC(=O)C(CCC[C@H](N)C(=O)O)N